methyl 8-amino-7-fluoro-2,3-dihydrobenzo[b][1,4]dioxine-5-carboxylate NC1=C(C=C(C2=C1OCCO2)C(=O)OC)F